2-(6-((5-chloro-4-methoxypyridin-2-yl)amino)-2-(pyridin-3-yl)pyrimidin-4-yl)-N-methyl-2-azaspiro[4.5]decane-7-carboxamide ClC=1C(=CC(=NC1)NC1=CC(=NC(=N1)C=1C=NC=CC1)N1CC2(CC1)CC(CCC2)C(=O)NC)OC